5-(1H-indol-5-yl)-N-isopropylfuran-2-carboxamide N1C=CC2=CC(=CC=C12)C1=CC=C(O1)C(=O)NC(C)C